N-[3-(o-methoxyphenylsulfonyloxy)phenyl]-N'-[4-(o-methoxyphenylsulfonyloxy)phenyl]urea COC1=C(C=CC=C1)S(=O)(=O)OC=1C=C(C=CC1)NC(=O)NC1=CC=C(C=C1)OS(=O)(=O)C1=C(C=CC=C1)OC